N-methyl-1-[2-(5-fluoro-1,3-benzoxazol-2-ylamino)-1,3-benzoxazol-5-yl]cyclopropanecarboxamide CNC(=O)C1(CC1)C=1C=CC2=C(N=C(O2)NC=2OC3=C(N2)C=C(C=C3)F)C1